N1=CC(=CC=C1)C(CC(=O)C=1C=NC=CC1)=O 1,3-di-pyridin-3-yl-propane-1,3-dione